NC=CCN 1,3-diaminopropylene